(2S)-2-methyl-4-((5-methyl-1,2,4-oxadiazol-3-yl)methyl)pyrrolidine-1-carboxylic acid tert-butyl ester C(C)(C)(C)OC(=O)N1[C@H](CC(C1)CC1=NOC(=N1)C)C